2,3-difluoro-4-methylbenzaldehyde FC1=C(C=O)C=CC(=C1F)C